CN(C)[C@@H]1CCNC1 (R)-N,N-Dimethylpyrrolidin-3-amine